tert-butyl ((1r,4r)-4-(((1-(6-chloropyridin-3-yl)piperidin-4-yl)methyl)(methyl)amino)cyclohexyl)carbamate ClC1=CC=C(C=N1)N1CCC(CC1)CN(C1CCC(CC1)NC(OC(C)(C)C)=O)C